methyl-(R)-8-(2,4-dichlorophenyl)-9-(3-(pyrrolidin-3-ylamino)phenyl)-6,7-dihydro-5H-benzo[7]annulene CC1=CC=CC2=C1C(=C(CCC2)C2=C(C=C(C=C2)Cl)Cl)C2=CC(=CC=C2)N[C@H]2CNCC2